FC(C=1C=C(C=CC1)C(CO)C)(F)F 2-[3-(trifluoromethyl)phenyl]-propan-1-ol